1,2-Diamino-5-(4-chlorophenyl)-3-(1-methyl-1H-pyrazol-4-yl)pyrazine NN1C(C(=NC(=C1)C1=CC=C(C=C1)Cl)C=1C=NN(C1)C)N